C1(CC1)N1N=CC(=C1)C(=O)C1CN(CCO1)C1=NC2=NC(=C(N=C2C(=N1)C1=C(C=C(C=C1)F)F)C)C (1-cyclopropylpyrazol-4-yl)-[4-[4-(2,4-difluorophenyl)-6,7-dimethyl-pteridin-2-yl]morpholin-2-yl]methanone